FC(CN1CCN(CC1)C1=C(C=C2C(=N1)O[C@](C2)(C)CO)NC(=O)C=2C=NN1C2N=CC=C1)F |r| N-[rac-(2S)-6-[4-(2,2-difluoroethyl)piperazin-1-yl]-2-(hydroxymethyl)-2-methyl-3H-furo[2,3-b]pyridin-5-yl]pyrazolo[1,5-a]pyrimidine-3-carboxamide